6-chloro-1-(cyclopropyl)-1H-pyrazolo[3,4-b]pyridine ClC1=CC=C2C(=N1)N(N=C2)C2CC2